ClC1=NNC2=CC(=CC=C12)NC1=NC=C(C(=N1)NC1=C(C=CC=C1)CNS(=O)=O)C N-(2-((2-((3-chloro-1H-indazol-6-yl)amino)-5-methylpyrimidin-4-yl)amino)phenyl)methylsulfonamide